ClC1=CC(=CC(=N1)N1CCN(CC1)S(=O)(=O)C1=CC2=C(N3[C@H](CO2)[C@@H](OC3=O)CNC(OC(C)(C)C)=O)C=C1)C(F)(F)F tert-butyl N-[[trans-7-[4-[6-chloro-4-(trifluoromethyl)-2-pyridyl]piperazin-1-yl]sulfonyl-1-oxo-3a,4-dihydro-3H-oxazolo[4,3-c][1,4]benzoxazin-3-yl]methyl]carbamate